4-(2-(4-((6-hydroxy-2-(4-(methylsulfonyl)phenyl)naphthalen-1-yl)oxy)benzene Oxy)ethyl)piperazine-1-carboxylate OC=1C=C2C=CC(=C(C2=CC1)OC1=CC=C(C=C1)OCCN1CCN(CC1)C(=O)[O-])C1=CC=C(C=C1)S(=O)(=O)C